OCC(CO)(C)C 1,3-Dihydroxy-2,2-dimethylpropan